7-Amino-8-(2-fluoro-3-hydroxyphenyl)quinoxaline-6-carboxamide NC1=C(C=C2N=CC=NC2=C1C1=C(C(=CC=C1)O)F)C(=O)N